N1=CC(=CC=C1)C1=NC(=CC(=N1)NC1=NC=CC(=C1)OC(F)(F)F)N1CCC2(CCCNC2)CC1 2-(pyridin-3-yl)-6-(2,9-diazaspiro[5.5]undec-9-yl)-N-(4-(trifluoromethoxy)pyridin-2-yl)pyrimidin-4-amine